4-methoxyphenyl 3,6-di-O-benzyl-2-deoxy-4-O-{2,4-di-O-benzyl-3-O-[(naphthalen-2-yl) methyl]-β-D-mannopyranosyl}-2-(1,3-dioxido-1,3-dihydro-2H-isoindol-2-yl)-β-D-glucopyranoside C(C1=CC=CC=C1)O[C@@H]1[C@H]([C@H](OC2=CC=C(C=C2)OC)O[C@@H]([C@H]1O[C@H]1[C@@H](OCC2=CC=CC=C2)[C@@H](OCC2=CC3=CC=CC=C3C=C2)[C@H](OCC2=CC=CC=C2)[C@H](O1)CO)COCC1=CC=CC=C1)N1C(C2=CC=CC=C2C1[O-])[O-]